C(C)(=O)C1=NN(C2=CC=C(C=C12)C1=CN=C2N1C=CC=N2)CC(=O)O (3-acetyl-5-(imidazo[1,2-a]pyrimidin-3-yl)-1H-indazol-1-yl)acetic acid